Tyrosine O-sulfate S(=O)(=O)(O)OC1=CC=C(C[C@H](N)C(=O)O)C=C1